cis-2-[8-dimethylamino-1-(3-methoxy-propyl)-2-oxo-8-phenyl-1,3-diazaspiro[4.5]decan-3-yl]-pyrimidine-5-carbonitrile CN(C1(CCC2(CN(C(N2CCCOC)=O)C2=NC=C(C=N2)C#N)CC1)C1=CC=CC=C1)C